NC1=NC(=NN1C1=NC=NC2=CC(=C(C=C12)OC)O)NC1=CC=C(C=C1)N1CCN(CC1)C1CCCCC1 4-(5-amino-3-(4-(4-cyclohexylpiperazin-1-yl)phenylamino)-1H-1,2,4-triazol-1-yl)-6-methoxyquinazolin-7-ol